ClC1=NC=C2N(C=NC2=N1)CC#C 2-chloro-7-(prop-2-yn-1-yl)-7H-purine